3-fluoro-5-(trifluoromethyl)benzaldehyde oxime FC=1C=C(C=NO)C=C(C1)C(F)(F)F